bis(triisopropylsilyl)(trimethylsilyl)phosphine methyl-1-((difluoromethyl)sulfonyl)-2,3-dihydro-1H-pyrrolo[3,2-c]pyridine-6-carboxylate COC(=O)C1=CC2=C(C=N1)CCN2S(=O)(=O)C(F)F.C(C)(C)[Si](C(C)C)(C(C)C)P([Si](C)(C)C)[Si](C(C)C)(C(C)C)C(C)C